N-[(3S,SR)-1-benzyl-5-methyl-3-piperidyl]-5-chloro-4-(1H-indol-3-yl)pyrimidin-2-amine C(C1=CC=CC=C1)N1C[C@H](C[C@@H](C1)C)NC1=NC=C(C(=N1)C1=CNC2=CC=CC=C12)Cl |&1:11|